C[C@]1(C=C[C@H](CC1)C(=C)C)O (1S,4S)-1-methyl-4-(prop-1-en-2-yl)cyclohex-2-en-1-ol